6-(3,4-dichlorophenyl)-2-pyridinyl-5-(trifluoromethyl)-1H-pyrazole-4-carboxylic acid ClC=1C=C(C=CC1Cl)C1=CC=CC(=N1)N1NC(=C(C1)C(=O)O)C(F)(F)F